ClC1=NC(=C(C(=C1C#N)CC)C#N)N1CCN(CC1)CCC 2-chloro-4-ethyl-6-(4-propylpiperazin-1-yl)pyridine-3,5-dicarbonitrile